ClC=1C=C(NC2(CCC3(C(CC4=CC=C(C=C34)OCC3N(CCCC3)C)C3=CC(=CC=C3)OC3=CC=CC=C3)CC2)C(=O)O)C=CC1 4-(3-chloroanilino)-6'-[(1-methylpiperidin-2-yl)methoxy]-2'-(3-phenoxyphenyl)-2',3'-dihydrospiro[cyclohexane-1,1'-indene]-4-carboxylic acid